1-(3-(trifluoromethyl)phenyl)cyclopropylamine hydrochloride Cl.FC(C=1C=C(C=CC1)C1(CC1)N)(F)F